6-tert-Butyl-N-[(1-methyl-2-oxo-3-pyridyl)sulfonyl]-2-(2,4,6-trimethylphenoxy)pyridin-3-carboxamid C(C)(C)(C)C1=CC=C(C(=N1)OC1=C(C=C(C=C1C)C)C)C(=O)NS(=O)(=O)C=1C(N(C=CC1)C)=O